FC(S(=O)(=O)OC1=CC=C(C=N1)C1CCN(CC1)C(=O)OC(C)(C)C)(F)F tert-butyl 4-[6-(trifluoromethylsulfonyloxy)-3-pyridyl]piperidine-1-carboxylate